Nα-(L-phenylalanyl)-1-methyl-D-tryptophan hydrochloride Cl.N[C@@H](CC1=CC=CC=C1)C(=O)N[C@H](CC1=CN(C2=CC=CC=C12)C)C(=O)O